N-(2-(4-((2S,6R)-2,6-dimethylmorpholino)piperidine-1-yl)-5-((6-((R)-3-(3-fluorophenyl)isoxazolidine-2-yl)pyrimidine-4-yl)amino)-4-methoxyphenyl)acrylamide C[C@@H]1O[C@@H](CN(C1)C1CCN(CC1)C1=C(C=C(C(=C1)OC)NC1=NC=NC(=C1)N1OCC[C@@H]1C1=CC(=CC=C1)F)NC(C=C)=O)C